C(C)C=1C=C(C=CC1)[C@H](C)NC(=O)C1=CC=C2C=C(N(C2=C1)C)C (S)-N-(1-(3-ethylphenyl)ethyl)-1,2-dimethyl-1H-indole-6-carboxamide